CS(=O)(=O)NC1=C(C=CC(=C1)F)N N-(2-amino-5-fluorophenyl)methanesulfonamide